O=C1NC(CCC1N1C(C2=C3C(C(=CC=C13)C1=CCC(CC1)C(=O)OC)=CC=C2)=O)=O methyl 4-[1-(2,6-dioxo-3-piperidyl)-2-oxo-benzo[cd]indol-6-yl]cyclohex-3-ene-1-carboxylate